4-(2-amino-7H-pyrrolo[2,3-d]pyrimidin-7-yl)-2-(3-hydroxy-3-(thiazol-2-yl)but-1-yn-1-yl)-N,N-dimethylbenzamide NC=1N=CC2=C(N1)N(C=C2)C2=CC(=C(C(=O)N(C)C)C=C2)C#CC(C)(C=2SC=CN2)O